NC1=C(C2=C3C(N(C=C2S1C1=C(C(=CC=C1C)O)C)C)=NC(=C3)C)C(=O)N (R)-7-amino-6-(3-hydroxy-2,6-dimethylphenyl)-2,4-dimethylthieno[3,2-d]pyrrolo[2,3-b]pyridine-8-carboxamide